C1(CCCC1)C=O cyclopentanecarboxaldehyde